C(C1=CC=CC=C1)C1=CNC=C1 3-benzyl-1H-pyrrole